3-((3-cyclopropylpyridin-2-yl)oxy)-2,2-difluoropropionic acid C1(CC1)C=1C(=NC=CC1)OCC(C(=O)O)(F)F